rac-methyl (1R,2R,3S,3aR,8bS)-6-(4-chlorobutoxy)-1,8b-dihydroxy-8-methoxy-3a-(4-methoxyphenyl)-3-phenyl-2,3,3a,8b-tetrahydro-1H-cyclopenta[b]benzofuran-2-carboxylate ClCCCCOC1=CC2=C([C@]3([C@@](O2)([C@@H]([C@H]([C@H]3O)C(=O)OC)C3=CC=CC=C3)C3=CC=C(C=C3)OC)O)C(=C1)OC |r|